N-[(1S)-2-hydroxy-1-(6-methoxypyridin-2-yl)ethyl]propionamide OC[C@H](C1=NC(=CC=C1)OC)NC(CC)=O